[Cl-].[Cl-].C1(=CC=C(C=C1)C)C(C)C.[Ru+2] ruthenium cymene dichloride